FC(O[AsH2])F difluoromethoxyarsine